ClC=1C=C(C=C2C(=C(C=NC12)C#N)NCC(C)(C)C)N[C@H](C=1N=NN(C1)[C@H](CF)C)C=1C(=NC(=CC1)F)C 8-chloro-6-(((S)-(6-fluoro-2-methylpyridin-3-yl)(1-((S)-1-fluoropropan-2-yl)-1H-1,2,3-triazol-4-yl)methyl)amino)-4-(neopentylamino)quinoline-3-carbonitrile